1-(4-(5-(chlorodifluoromethyl)-1,2,4-oxadiazol-3-yl)phenyl)-2-(methylthio)ethan-1-one ClC(C1=NC(=NO1)C1=CC=C(C=C1)C(CSC)=O)(F)F